4-(2-(tert-Butyldimethylsilyloxy)ethyl)-5-(trifluoromethyl)-4H-1,2,4-triazol-3-carbaldehyde [Si](C)(C)(C(C)(C)C)OCCN1C(=NN=C1C(F)(F)F)C=O